(R)-4-cyclohexyl 1-(2-((4-methoxybenzyl)oxy)-2-oxo-1-phenylethyl) 2-methylenesuccinate C=C(C(=O)O[C@@H](C(=O)OCC1=CC=C(C=C1)OC)C1=CC=CC=C1)CC(=O)OC1CCCCC1